1-((3R,4R)-1-acetyl-3-fluoropiperidin-4-yl)-4-chloro-N-(3-fluoro-5-(phenylethynyl)pyridin-2-yl)-1H-pyrazole-5-carboxamide C(C)(=O)N1C[C@H]([C@@H](CC1)N1N=CC(=C1C(=O)NC1=NC=C(C=C1F)C#CC1=CC=CC=C1)Cl)F